methyl-(2R,7aS)-2-fluorotetrahydro-1H-pyrrolizine CC1[C@H](CN2CCC=C12)F